CC1(OB(OC1(C)C)C1=C2C=CC=NC2=C(C=C1)C#N)C 5-(4,4,5,5-tetramethyl-1,3,2-dioxa-borolan-2-yl)quinoline-8-carbonitrile